tert-butyl (2S)-2-({1-cyano-2-[3-fluoro-5-(3-methyl-2-oxo-1,3-benzoxazol-5-yl)-1-benzothiophen-2-yl]ethyl}carbamoyl)-1,4-oxazepane-4-carboxylate C(#N)C(CC=1SC2=C(C1F)C=C(C=C2)C=2C=CC1=C(N(C(O1)=O)C)C2)NC(=O)[C@H]2OCCCN(C2)C(=O)OC(C)(C)C